7-[[4-[[(1S)-2-hydroxy-1-phenyl-ethyl]amino]-5-[3-(trifluoromethyl)-1,2,4-oxadiazol-5-yl]pyrimidin-2-yl]amino]-2-methyl-1,4-dihydro-isoquinolin-3-one OC[C@H](C1=CC=CC=C1)NC1=NC(=NC=C1C1=NC(=NO1)C(F)(F)F)NC1=CC=C2CC(N(CC2=C1)C)=O